[Na].C(=C\C=C)/O[Si](CC)(CC)CC (e)-(buta-1,3-diene-1-yloxy)triethylsilane sodium